5-[2-(4-Fluorophenyl)pyridin-3-yl]-1H-indazole FC1=CC=C(C=C1)C1=NC=CC=C1C=1C=C2C=NNC2=CC1